5-Amino-m-Xylylenediphosphonic Acid NC=1C=C(C=C(C1)CP(O)(O)=O)CP(O)(O)=O